3-azabicyclo[3.1.0]hexane-6-carboxylate C12CNCC2C1C(=O)[O-]